ClC1=CC(=NC(=N1)C1CCCCC1)N1CCC2(C(N3[C@H](O2)CC[C@H]3C3=CC=CC=C3)=O)CC1 (5'S,7a'R)-1-(6-chloro-2-cyclohexylpyrimidin-4-yl)-5'-phenyltetrahydro-3'H-spiro[piperidine-4,2'-pyrrolo[2,1-b][1,3]oxazol]-3'-one